azepine-2-carboxylic acid methyl ester COC(=O)C=1NC=CC=CC1